tertbutyl 4-(2-amino-4-bromo-phenyl)piperazine-1-carboxylate NC1=C(C=CC(=C1)Br)N1CCN(CC1)C(=O)OC(C)(C)C